bis(tertbutyl)indole-d5 C(C)(C)(C)C1(C(=C(C(=C2C(=C(N=C12)[2H])[2H])[2H])[2H])[2H])C(C)(C)C